methyl 5-(4-(pyridin-3-yl)but-1-yn-1-yl)pyrimidine-2-carboxylate N1=CC(=CC=C1)CCC#CC=1C=NC(=NC1)C(=O)OC